N1(N=CC=C1)CCC=1N(C=2C(=C3CC[C@@H](NC3=CC2)C)N1)CCN1CCNCC1 (S)-2-(2-(1H-Pyrazol-1-yl)ethyl)-7-methyl-3-(2-(piperazin-1-yl)ethyl)-3,7,8,9-tetrahydro-6H-imidazo[4,5-f]chinolin